C(C1=CC=CC=C1)N1CCN(C2=CC=CC=C12)C1CNCC1 4-benzyl-N-(pyrrolidin-3-yl)-3,4-dihydroquinoxaline